OC1CN(C1)C(=O)O[C@@H]1CC[C@H](CC1)C(N(C1=NC=CC(=C1)C=1C=NN(C1)C(C)C)C[C@@H]1CC[C@H](CC1)C1=NC(=C(C=C1)OC)C#N)=O trans-4-(((trans-4-(6-Cyano-5-methoxy-pyridin-2-yl)cyclohexyl)methyl)(4-(1-isopropyl-1H-pyrazol-4-yl)pyridin-2-yl)carbamoyl)cyclohexyl 3-hydroxyazetidine-1-carboxylate